3a,4,5,6,7,7a-hexahydro-l-4,7-methanoinden-6-yl isobutyrate C(C(C)C)(=O)OC1CC2C3C=CCC3C1C2